2,3-Bis(3,5-Dimethylphenyl)Pyrazine CC=1C=C(C=C(C1)C)C1=NC=CN=C1C1=CC(=CC(=C1)C)C